OC=1C=CC2=C([Se]C(=C2SC2=CC=C(C=C2)/C=C/C(=O)O)C2=CC=C(C=C2)O)C1 (E)-3-(4-((6-hydroxy-2-(4-hydroxyphenyl)benzo[b]selenophen-3-yl)thio)phenyl)acrylic acid